COC1=CC=C(CN2C(OC3=C(C2=O)C=CC=C3)C)C=C1 3-(4-methoxybenzyl)-2-methyl-2,3-dihydro-4H-benzo[e][1,3]oxazin-4-one